N4,N4,6-trimethyl-N2-[7-(2,3,4,7-tetrahydro-1H-azepin-5-yl)-2,3-dihydrobenzofuran-5-yl]pyrimidine-2,4-diamine CN(C1=NC(=NC(=C1)C)NC=1C=C(C2=C(CCO2)C1)C=1CCCNCC1)C